CN1C(N(C=2C1=NC=C(C2)C2=CC(=CC=C2)C(F)(F)F)CC2=CC=NC=C2)=O 3-methyl-1-(4-pyridylmethyl)-6-[3-(trifluoromethyl)phenyl]imidazo[4,5-b]pyridin-2-one